Cl.Cl.O=C1NC(CC[C@H]1NC(C1=NC=C(C=C1)N1CCNCC1)=O)=O |r| (±)-N-(2,6-Dioxopiperidin-3-yl)-5-(piperazin-1-yl)picolinamide dihydrochloride